The molecule is an extended flavonoid that consists of (2S)-flavanone substituted by hydroxy groups at positions 5, 7 and 3', prenyl groups at positions 8 and 2' and a gem-dimethyl pyran ring fused across positions 4' and 5'. Isolated from Dendrolobium lanceolatum, it exhibits antimalarial activity. It has a role as a metabolite and an antimalarial. It is an extended flavonoid and a trihydroxyflavanone. It derives from a (2S)-flavanone. CC(=CCC1=C2C(=C(C=C1O)O)C(=O)C[C@H](O2)C3=C(C(=C4C(=C3)C=CC(O4)(C)C)O)CC=C(C)C)C